7-bromo-2,3,4,5-tetrahydropyrido[3,2-b][1,4]Oxazepine BrC=1C=CC=2OCCCNC2N1